4-((3-methylpyridin-2-yl) (tetrahydro-2H-pyran-4-yl) methyl)-1,4-dihydropyrazolo[3',4':4,5]pyrrolo[3,2-b]pyridine-3-carboxylate CC=1C(=NC=CC1)C(N1C2=C(C3=NC=CC=C31)NN=C2C(=O)[O-])C2CCOCC2